(S)-3-(3,6-dihydro-2H-pyran-4-yl)-N-(3,3-dimethylbutan-2-yl)-1-methyl-4-((4-methylphenyl)sulfonamido)-1H-pyrazole-5-carboxamide O1CCC(=CC1)C1=NN(C(=C1NS(=O)(=O)C1=CC=C(C=C1)C)C(=O)N[C@@H](C)C(C)(C)C)C